FC=1C(=NC(=C(C1)C)N)N 3-fluoro-5-methyl-2,6-pyridinediamine